(S)-5-methyl-1,2,3-oxathiazolidine-3-carboxylic acid tert-butyl ester 2,2-dioxide C(C)(C)(C)OC(=O)N1S(O[C@H](C1)C)(=O)=O